FC1(C(C1)C1=C(C=C(C(=N1)OC)N)F)F 6-(2,2-difluorocyclopropyl)-5-fluoro-2-methoxy-pyridine-3-amine